O(CC)C\C(\C)=C/CCC(C)CC=O ethoxyl-citronellal